(S,S)-2-(5-methylpyridin-2-yl)cyclopropyl-methanol hydroxyiminocyanoacetate ON=C(C(=O)OC[C@@H]1[C@H](C1)C1=NC=C(C=C1)C)C#N